N-(2-(3,3-dimethyl-2-(3-phenylphenyl)cyclobut-1-en-1-yl)phenyl)acetamide CC1(C(=C(C1)C1=C(C=CC=C1)NC(C)=O)C1=CC(=CC=C1)C1=CC=CC=C1)C